COC=1C=C(C[C@@H]2[C@@H]([C@H](OC2)C2=CC(=C(C=C2)OC)OC)COC(CC(C)C)=O)C=CC1OC ((2S,3R,4R)-4-(3,4-dimethoxybenzyl)-2-(3,4-dimethoxyphenyl)tetrahydrofuran-3-yl)methyl-3-methylbutanoate